(S)-4-(3-(dimethylamino)-3-(3-(trifluoromethyl)phenethyl)piperidin-1-yl)-2,6-difluoro-N-(pyrimidin-4-yl)benzenesulfonamide CN([C@@]1(CN(CCC1)C1=CC(=C(C(=C1)F)S(=O)(=O)NC1=NC=NC=C1)F)CCC1=CC(=CC=C1)C(F)(F)F)C